N-[6-(6-Ethyl-2,6-diazaspiro[3.3]heptan-2-yl)pyridazin-3-yl]-1,1-diphenylmethanimine C(C)N1CC2(CN(C2)C2=CC=C(N=N2)N=C(C2=CC=CC=C2)C2=CC=CC=C2)C1